pentalenesuccinic acid C1(=CC=C2C=CC=C12)C(CC(=O)O)C(=O)O